C(C)(C)(C)OC(=O)NC(C(=O)OC)CC1C=2N(CCC1)C=NN2 methyl 2-(tert-butoxycarbonylamino)-3-(5,6,7,8-tetrahydro-[1,2,4]triazolo[4,3-a]pyridin-8-yl)propanoate